(5-(1-hydroxytetradecyl) furan-2-yl) methanesulfonate CS(=O)(=O)OC=1OC(=CC1)C(CCCCCCCCCCCCC)O